OCC1=C2C(=NC=C1)N(N=C2C2CN(C2)C(C(=C)C)=O)C2=CC=C(C=C2)OC(F)(F)F 1-(3-(4-(Hydroxymethyl)-1-(4-(trifluoromethoxy)phenyl)-1H-pyrazolo[3,4-b]pyridin-3-yl)azetidin-1-yl)-2-methylprop-2-en-1-one